C(#N)C(C(CC1=CC=C(C=C1)[N+](=O)[O-])NC(OC(C)(C)C)=O)O tert-butyl (1-cyano-1-hydroxy-3-(4-nitrophenyl)propan-2-yl)carbamate